[Cl-].CN(C)C1N(C=CC=C1)CC(C)(C)C dimethylamino-1-neopentylpyridine chloride